C1(CC1)C=1C(=C2C=NNC2=CC1)CNC(C1=C(N=C(C=C1)OC)F)=O N-((5-cyclopropyl-1H-indazol-4-yl)methyl)-fluoro-6-methoxy-nicotinamide